C1=C(NC=N1)/C=C/C(=O)[O-] The molecule is an monocarboxylic acid anion that is the conjugate base of urocanic acid. It has a role as a human metabolite. It is a conjugate base of a urocanic acid.